BrC1=CC=2N=CN=C(C2S1)Cl 6-bromo-4-chloro-thieno[3,2-d]pyrimidine